(4-(2-aminoethoxy)phenyl)(phenyl)methanone NCCOC1=CC=C(C=C1)C(=O)C1=CC=CC=C1